COC=1C=C2C=C(C(OC2=CC1OCCCOC=1C(=[N+](ON1)[O-])S(=O)(=O)C1=CC=CC=C1)=O)C(NCC1=CC=C(C=C1)OC)=O 4-(3-((6-methoxy-3-((4-methoxybenzyl)carbamoyl)-2-oxo-2H-chromen-7-yl)oxy)propoxy)-3-(phenylsulfonyl)-1,2,5-oxadiazole-2-oxide